tris(α-chloroisopropyl)benzene ClC(C)(C)C=1C(=C(C=CC1)C(C)(C)Cl)C(C)(C)Cl